5-Bromo-N,N,2-trimethylpyridin-3-amine BrC=1C=C(C(=NC1)C)N(C)C